O[C@@H]1C(OC2=CC=CC=C2[C@H]1NC(=O)C=1C=C2[C@@H](CCOC2=CC1)N1C(NC(CC1=O)(C)C)=N)(C)C (R)-N-((3S,4R)-3-hydroxy-2,2-dimethylchroman-4-yl)-4-(2-imino-4,4-dimethyl-6-oxotetrahydropyrimidin-1(2H)-yl)chromane-6-carboxamide